CC[C@H](C)C(=O)O[C@H]1C[C@@H](C=C2[C@H]1[C@H]([C@H](C=C2)C)CC[C@@H]3C[C@H](CC(=O)O3)O)O The molecule is a delta-lactone, a fatty acid ester, a member of hexahydronaphthalenes and a polyketide. It derives from a mevastatin and a (S)-2-methylbutyric acid.